C[C@H](C1=CC=CC=C1)C(=O)O (R)-(-)-2-phenylpropionic acid